C(C)OC1=NC=CC=C1C1=NC(=C(C=C1)F)C(=O)N[C@H]1CN(CC1)C(=O)OC(C)(C)C tert-butyl (R)-3-(2'-ethoxy-5-fluoro-[2,3'-bipyridine]-6-carboxamido)pyrrolidine-1-carboxylate